C1(=CC(=CC=C1)OC1=C(C(=O)Cl)C=CC=N1)C 2-(m-tolyloxy)nicotinoyl chloride